N1(CCOCC1)C(=O)C1=CC=C(C=C1)NC(N)=O 3-(4-(morpholine-4-carbonyl)phenyl)urea